FC(C(=O)[O-])(F)F.C(C1=CC=CC=C1)OC=1C(C=CN2N3CC[NH+](CCN(C(C21)=O)C3)C)=O 9-(benzyloxy)-4-methyl-8,10-dioxo-3,4,5,6,8,10-hexahydro-2H-1,7-methanopyrido[1,2-b][1,2,5,8]tetrazecin-4-ium 2,2,2-trifluoroacetate